ClC1=C(C=CC2=C1C(=N[C@H](C=1N2C=C(N1)C(=O)NC[C@H](C)O)C)C1=NC=CC=C1F)C(F)(F)F (4S)-7-chloro-6-(3-fluoro-2-pyridinyl)-N-[(2S)-2-hydroxypropyl]-4-methyl-8-(trifluoromethyl)-4H-imidazo[1,2-a][1,4]benzodiazepine-2-Carboxamide